C1(CC1)N1N=NC(=C1)C(=O)NC1CN(C1)CC1=CC=C(C=C1)OCC=1C=NC=CC1 1-cyclopropyl-N-(1-(4-(pyridin-3-ylmethoxy)benzyl)azetidin-3-yl)-1H-1,2,3-triazole-4-carboxamide